9-methyl-5-(((trifluoromethyl)sulfonyl)oxy)-2,3-dihydrobenzo[b]oxepin-8-yl pivalate C(C(C)(C)C)(=O)OC=1C=CC2=C(OCCC=C2OS(=O)(=O)C(F)(F)F)C1C